CS(=O)(=O)OCC(C)(C)C=1C=CC=2N(C1)N=CC2C2=CC(=C(C(=C2)OC)C(N[C@H]2[C@H](C2)F)=O)OC(F)F [2-[3-[3-(Difluoromethoxy)-4-[[(1R,2S)-2-fluorocyclopropyl] carbamoyl]-5-methoxy-phenyl] pyrazolo[1,5-a]pyridin-6-yl]-2-methyl-propyl] methanesulfonate